(1R,2S)-1-((2-aminopyrido[3,2-d]pyrimidin-4-yl)amino)-2-vinylcyclopropane NC=1N=C(C2=C(N1)C=CC=N2)N[C@H]2[C@@H](C2)C=C